1-(6-(1-((1-(3-((4-((5-chloropyrimidin-2-yl)amino)piperidin-1-yl)sulfonyl)phenyl)piperidin-4-yl)methyl)azetidin-3-yl)-1-methyl-1H-indazol-3-yl)dihydropyrimidine-2,4(1H,3H)-dione ClC=1C=NC(=NC1)NC1CCN(CC1)S(=O)(=O)C=1C=C(C=CC1)N1CCC(CC1)CN1CC(C1)C1=CC=C2C(=NN(C2=C1)C)N1C(NC(CC1)=O)=O